4-((cyclopropylmethoxy)methyl)-3-fluoroaniline C1(CC1)COCC1=C(C=C(N)C=C1)F